tert-Butyl 4,4-dimethyl-2-oxo-pyrrolidine-1-carboxylate CC1(CC(N(C1)C(=O)OC(C)(C)C)=O)C